COC=1C=C(CN2CN(C3=CC=C(C=C3C2)N2CC(C2)O)C2CCOCC2)C=CC1OC 3-(3,4-dimethoxybenzyl)-6-(3-hydroxyazetidin-1-yl)-1-(tetrahydro-2H-pyran-4-yl)quinazoline